3-(1,2,5,6-tetrahydropyridin-3-yl)-1H-pyrrolo[2,3-b]pyridine N1CC(=CCC1)C1=CNC2=NC=CC=C21